(E)-4-heptyl-4-(2-(1-methyl-4-(1-methyl-4-(4-(2-(quinolin-3-yl)vinyl)benzamido)-1H-pyrrole-2-carboxamido)-1H-pyrrole-2-carboxamido)ethyl)morpholin-4-ium C(CCCCCC)[N+]1(CCOCC1)CCNC(=O)C=1N(C=C(C1)NC(=O)C=1N(C=C(C1)NC(C1=CC=C(C=C1)\C=C\C=1C=NC2=CC=CC=C2C1)=O)C)C